N-((3-(3,7-dimethylocta-2,6-dien-1-yl)-2,4-dihydroxy-6-pentylphenyl)sulfonyl)oxetane-2-carboxamide CC(=CCC=1C(=C(C(=CC1O)CCCCC)S(=O)(=O)NC(=O)C1OCC1)O)CCC=C(C)C